Tert-Butyl 7-chloro-1,1-dimethyl-4-nitro-3-oxoisoindoline-2-carboxylate ClC=1C=CC(=C2C(N(C(C12)(C)C)C(=O)OC(C)(C)C)=O)[N+](=O)[O-]